ethyl 1-(9-ethyl-6-morpholino-8-(pyridin-4-yl)-9H-purin-2-yl)-1H-indazole-3-carboxylate C(C)N1C2=NC(=NC(=C2N=C1C1=CC=NC=C1)N1CCOCC1)N1N=C(C2=CC=CC=C12)C(=O)OCC